N-({2-[5-Fluoro-2-(2H-1,2,3-triazol-2-yl)benzoyl]-4-methyl-2-azabicyclo[3.1.1]heptan-3-yl}methyl)-[1,3]thiazolo[5,4-b]pyridin-2-amin FC=1C=CC(=C(C(=O)N2C3CC(C(C2CNC=2SC4=NC=CC=C4N2)C)C3)C1)N1N=CC=N1